FC=1C=NC=CC1C=1C2=C(C=NC1)CCO2 7-(3-fluoropyridin-4-yl)-2,3-dihydrofuro[3,2-c]pyridin